2-{3-[(2,6-difluoro-4-methane-sulfonylphenyl)amino]prop-1-yn-1-yl}-N-(1-methylpiperidin-4-yl)-1-(2,2,2-trifluoroethyl)-1H-indol-4-amine FC1=C(C(=CC(=C1)S(=O)(=O)C)F)NCC#CC=1N(C=2C=CC=C(C2C1)NC1CCN(CC1)C)CC(F)(F)F